C(=C)OC1=CC2=CC(=CC=C2C=C1)OC=C 2,7-divinyloxynaphthalene